Cl.NC(C(=O)N1CCN(CC1)C(=O)NC1=NC(N(C=C1)C1=CC=C(C=C1)CN[C@@H]1C[C@@H](CC1)N)=O)(C)C 4-(2-Amino-2-methylpropanoyl)-N-(1-(4-((((1S,3R)-3-aminocyclopentyl)amino)methyl)phenyl)-2-oxo-1,2-dihydropyrimidin-4-yl)piperazine-1-carboxamide hydrochloride salt